N-(2-benzyl-4-phenylbutyryl)glycine C(C1=CC=CC=C1)C(C(=O)NCC(=O)O)CCC1=CC=CC=C1